C(C)(C)(C)[Si](C)(C)OC[C@H]1N(CCC1)CCOC tert-butyl-[[(2S)-1-(2-methoxyethyl)pyrrolidin-2-yl]methoxy]-dimethyl-silane